tert-butyl (R)-4-(4-ethoxy-5-((7-fluoro-2-methyl-2H-indazol-5-yl) carbamoyl)pyrimidin-2-yl)-2-methylpiperazine-1-carboxylate C(C)OC1=NC(=NC=C1C(NC1=CC2=CN(N=C2C(=C1)F)C)=O)N1C[C@H](N(CC1)C(=O)OC(C)(C)C)C